OC(C)(C)C1=NC=CC(=C1)C1=C2C(=NC=C1)C=C(O2)C2=CC=C(C=C2)S(=O)(C)=N (4-(7-(2-(2-hydroxypropan-2-yl)pyridin-4-yl)furo[3,2-b]pyridin-2-yl)phenyl)(imino)(methyl)-λ6-sulfanone